O.O.C(CN(CC(=O)O)CC(=O)O)N(CC(=O)[O-])CC(=O)[O-].[Na+].[Na+] Disodium Dihydrogen Ethylenediaminetetraacetate Dihydrate